O=C1NC(CCC1N1C(N(C2=C1C=CC(=C2)CCCS(=O)(=O)NC(=O)C2CCC(CC2)NC(OC(C)(C)C)=O)C)=O)=O tert-butyl N-[4-[3-[1-(2,6-dioxo-3-piperidyl)-3-methyl-2-oxo-benzimidazol-5-yl] propylsulfonylcarbamoyl]cyclohexyl]carbamate